tert-Butyl (S)-((6-(2,2'-dichloro-3'-(8-oxo-5,6,7,8-tetrahydroquinolin-3-yl)-[1,1'-biphenyl]-3-yl)-2-methoxypyridin-3-yl)methyl)((5-oxopyrrolidin-2-yl)methyl)carbamate ClC1=C(C=CC=C1C1=CC=C(C(=N1)OC)CN(C(OC(C)(C)C)=O)C[C@H]1NC(CC1)=O)C1=C(C(=CC=C1)C=1C=NC=2C(CCCC2C1)=O)Cl